tert-butyl-(S)-3-((4-(4-(tert-butoxycarbonyl)piperazin-1-yl)-6-chloro-8-fluoro-7-(2-fluoro-6-hydroxyphenyl)quinazolin-2-yl)amino)propanoic acid C(C)(C)(C)[C@H](C(=O)O)CNC1=NC2=C(C(=C(C=C2C(=N1)N1CCN(CC1)C(=O)OC(C)(C)C)Cl)C1=C(C=CC=C1O)F)F